FC(C1=CC=CC(=N1)OC=1C=C(CN2CC3(C2)CCN(CC3)C(=O)OC=3C=NC=C(C3)C(F)(F)F)C=CC1)(F)F 5-(Trifluoromethyl)pyridin-3-yl 2-(3-((6-(trifluoromethyl)pyridin-2-yl)oxy)benzyl)-2,7-diazaspiro[3.5]nonane-7-carboxylate